(Z)-N-((2-chloropropanoyl)oxy)-5-methoxynicotinimidamide ClC(C(=O)ON\C(\C1=CN=CC(=C1)OC)=N/[H])C